3-(eicosoxy)-5-(tributylstannyl)thiophen-2-amine C(CCCCCCCCCCCCCCCCCCC)OC1=C(SC(=C1)[Sn](CCCC)(CCCC)CCCC)N